NC1=CC=C(C=N1)CCCC1CCN(CC1)C(=O)OCCCC butyl 4-[3-(6-amino-3-pyridyl)propyl]piperidine-1-carboxylate